BrC1=CC=C2C(=NC(=NC2=C1F)Cl)N1CC=2N(CCC1)N=C(C2)C(=O)N2CCN(CC2)C (5-(7-bromo-2-chloro-8-fluoroquinazolin-4-yl)-5,6,7,8-tetrahydro-4H-pyrazolo[1,5-a][1,4]diazepin-2-yl)(4-methylpiperazin-1-yl)methanone